1-piperidinoethoxy-phenylporphyrin N1(CCCCC1)C(C)OC=1C(=C2NC1C=C1C=CC(=N1)C=C1C=CC(N1)=CC=1C=CC(N1)=C2)C2=CC=CC=C2